CC(C)NC(=O)C=1C=C(C=CC1)C1=CC=C(C=C1)S(=O)(=O)[C@@H]1CC[C@H](CC1)NC1=CC=C(C=C1)S(F)(F)(F)(F)F N-(propan-2-yl)-4'-{[trans-4-{[4-(pentafluoro-λ6-sulfanyl)phenyl]amino}cyclohexyl]sulfonyl}-[1,1'-biphenyl]-3-carboxamide